(4-tert-butylphenyl) (3,4-dihydroxyphenyl) ketone OC=1C=C(C=CC1O)C(=O)C1=CC=C(C=C1)C(C)(C)C